aluminum phenylborate C1(=CC=CC=C1)OB([O-])[O-].[Al+3].C1(=CC=CC=C1)OB([O-])[O-].C1(=CC=CC=C1)OB([O-])[O-].[Al+3]